ClCC(C(F)(F)F)F trans-1-chloro-2,3,3,3-tetrafluoropropane